2-(2,4-difluorophenyl)-4-(3-(pyrrolidin-1-ylsulfonyl)phenyl)phthalazin-1(2H)-one FC1=C(C=CC(=C1)F)N1C(C2=CC=CC=C2C(=N1)C1=CC(=CC=C1)S(=O)(=O)N1CCCC1)=O